N-(3,5-dichlorobenzyl)-2-((3-(2,6-dioxopiperidin-3-yl)-1-methyl-1H-indazol-6-yl)oxy)acetamide ClC=1C=C(CNC(COC2=CC=C3C(=NN(C3=C2)C)C2C(NC(CC2)=O)=O)=O)C=C(C1)Cl